6-cyano-1-(6-(3-(dimethyl-amino)azetidin-1-yl)pyridin-3-yl)-7-(1-(((3-fluoropyridin-2-yl)oxy)methyl)-7-azabicyclo[2.2.1]heptan-7-yl)-4-oxo-1,4-dihydro-quinoline-3-carboxylic acid C(#N)C=1C=C2C(C(=CN(C2=CC1N1C2(CCC1CC2)COC2=NC=CC=C2F)C=2C=NC(=CC2)N2CC(C2)N(C)C)C(=O)O)=O